C(CCCCCCCCCCCCCCCCCCC)(=O)O.C(CCCCCCCCCCCCCCC)NCCCN n-hexadecyl trimethylenediamine eicosanate